C(#N)N1C[C@@H](C[C@H]1C)N1COC(=N1)C1=CC(=CC=C1)C#N N-((3R,5R)-1-cyano-5-methylpyrrolidin-3-yl)-5-(3-cyanophenyl)-1,3,4-oxadiazole